Bis(p-isocyanatocyclohexyl)N-phenylamine N(=C=O)C1CCC(CC1)N(C1=CC=CC=C1)C1CCC(CC1)N=C=O